CN1N=CC(=C1)N(S(=O)(=O)NC(=O)NC=1C(=NSC1C(C)C)C)C1CN(CCC1)C 1-[(1-Methyl-1H-pyrazol-4-yl)(1-methylpiperidin-3-yl)sulfamoyl]-3-[3-methyl-5-(propan-2-yl)-1,2-thiazol-4-yl]urea